C1(CC1)C1=NC(=CC(=N1)C(=O)O)CN1CCCCC1 2-cyclopropyl-6-(piperidin-1-ylmethyl)pyrimidine-4-carboxylic acid